1-((R,Z)-11-(((R)-1-(3-(difluoromethyl)-2-fluorophenyl)ethyl)imino)-8-methyl-1,2,4a,5,8,11-hexahydropyrazino[1',2':4,5][1,4]oxazino[3,2-g]quinazolin-3(4H)-yl)ethan-1-one FC(C=1C(=C(C=CC1)[C@@H](C)\N=C\1/N=CN(C=2C=C3C(=CC12)N1[C@@H](CO3)CN(CC1)C(C)=O)C)F)F